F[P-](F)(F)(F)(F)F.C(CCC)N1C=CC=C1 N-butyl-pyrrole hexafluorophosphate